OC1CC(CC1)N 3-hydroxycyclopentylamine